Cl.CC1=CNC=2N=CN=C(C21)N2CCSC(=C2)C(=O)NC(C)[C@H]2NCCCC2 4-(5-methyl-7H-pyrrolo[2,3-d]pyrimidin-4-yl)-N-(1-((S)-piperidin-2-yl)ethyl)-3,4-dihydro-2H-1,4-thiazine-6-carboxamide hydrochloride